ClC=1C=C(C=C2C3(C(NC12)=O)CC3)C=3NC[C@H](CC3)C (S)-7'-Chloro-5'-(5-methyl-1,4,5,6-tetrahydropyridin-2-yl)spiro[cyclopropane-1,3'-indolin]-2'-one